4-[1-(2,6-dioxo-3-piperidinyl)-3-methyl-2-oxo-benzoimidazol-4-yl]-3,6-dihydro-2H-pyridine-1-carboxylic acid tert-butyl ester C(C)(C)(C)OC(=O)N1CCC(=CC1)C1=CC=CC=2N(C(N(C21)C)=O)C2C(NC(CC2)=O)=O